2-((4-((S)-2-(4-chloro-2-fluorophenyl)-2-methylbenzo[d][1,3]dioxolan-4-yl)-3,6-dihydropyridin-1(2H)-yl)methyl)-1-(((S)-oxetan-2-yl)methyl)-1H-benzo[d]imidazole-6-carboxylic acid ClC1=CC(=C(C=C1)[C@@]1(OC2=C(O1)C=CC=C2C=2CCN(CC2)CC2=NC1=C(N2C[C@H]2OCC2)C=C(C=C1)C(=O)O)C)F